C[C@]1(N([C@H](OC1=O)C1=CC=CC=C1)C(=O)OCC1=CC=CC=C1)CC(=C)C benzyl (2R,4S)-4-methyl-4-(2-methylallyl)-5-oxo-2-phenyloxazolidine-3-carboxylate